(4-carbamoyl-3-fluorophenyl)boronic acid C(N)(=O)C1=C(C=C(C=C1)B(O)O)F